FC=1C=C(C=CC1F)C=1C(=NN(C1)C1=NC(=C2N=CN(C2=N1)CC)N1CCOCC1)OC 4-(2-(4-(3,4-difluorophenyl)-3-methoxy-1H-pyrazol-1-yl)-9-ethyl-9H-purin-6-yl)morpholine